(3-methyl-5-fluoro-1-benzofuran-2-yl)-2-methylpropan-1-one CC1=C(OC2=C1C=C(C=C2)F)C(C(C)C)=O